ClC1=NC=2C(N(CCC2C=C1)C(C(F)(F)F)=O)C 1-(2-chloro-8-methyl-5,8-dihydro-1,7-naphthyridin-7(6H)-yl)-2,2,2-trifluoroethan-1-one